(E)-N'-(2,4-dibromo-6-cyanophenyl)-N,N-dimethylformamidine BrC1=C(C(=CC(=C1)Br)C#N)/N=C/N(C)C